oxazole-carbaldehyde O1C(=NC=C1)C=O